C(=CC=CCCCCCCCCCC)CC(=O)[O-] tetradecadienylacetate